CNCCCCCCCNC N,N'-dimethyl-1,7-diaminoheptane